Cl.NC1=NC(=NC(=C1NC(OC)=O)N)C1=NN(C2=NC=C(C=C21)F)CC2=C(C=CC=C2)F methyl {4,6-diamino-2-[5-fluoro-1-(2-fluorobenzyl)-1H-pyrazolo[3,4-b]pyridin-3-yl]pyrimidin-5-yl}carbamate hydrochloride